C(C1=CC=CC=C1)OC(=O)N1CCC(CC1)CC(=O)OC[C@@H]1C[C@H]2N(CCC3=CC(=C(C=C23)OC)OC)C[C@H]1CC(C)C Benzyl-4-(2-{[(2R,3S,11bR)-9,10-dimethoxy-3-(2-methylpropyl)-1H,2H,3H,4H,6H,7H,11bH-pyrido[2,1-a]isoquinolin-2-yl]methoxy}-2-oxoethyl)piperidine-1-carboxylate